3-(tert-butyl)-2-hydroxy-5-methoxybenzaldehyde C(C)(C)(C)C=1C(=C(C=O)C=C(C1)OC)O